BrC1=C(C(=C(C(=O)O)C=C1F)[N+](=O)[O-])F 4-bromo-3,5-difluoro-2-nitrobenzoic acid